C[SiH](OC\C=C/CO[SiH](C)C)C 1,4-bis(dimethylsiloxy)-cis-2-butene